[18F]fluoromethyl-dimethyl-2-hydroxyethylammonium [18F]C[N+](CCO)(C)C